6-(2-(4-(Pentafluoro-λ6-sulfaneyl)phenoxy)pyridin-3-yl)quinolin-4-amine FS(C1=CC=C(OC2=NC=CC=C2C=2C=C3C(=CC=NC3=CC2)N)C=C1)(F)(F)(F)F